N1=CC(=CC=C1)C=1C=C(C=CC1)B(O)O 3-(pyridin-3-yl)phenylboronic acid